Cl.F[C@H]1[C@H](CNC1)O (3s,4r)-4-fluoropyrrolidine-3-ol hydrochloride